CC(C)(C)OC(=O)N1CCC2=C(C1)C=CC(=C2)N 6-amino-2-N-BOC-1,2,3,4-tetrahydro-isoquinoline